4-[1-(2-Amino-1-phenylethyl)-3,5-dimethyl-1H-pyrazol-4-yl]-3-(p-chlorophenyl)-2-pyridinamine NCC(C1=CC=CC=C1)N1N=C(C(=C1C)C1=C(C(=NC=C1)N)C1=CC=C(C=C1)Cl)C